C(#N)C=1C=C(C(=O)O)C=C(C1)COC1=C(C=C(C=C1)Cl)Cl 3-cyano-5-((2,4-dichlorophenoxy)methyl)benzoic acid